FC1=C(C=C2CCN(CC2)C2=C(N=C3C(=N2)C=NC(=C3)C=C(C)C)C=3C=NN(C3)C(F)F)C=CC(=C1)F 3-(4-(2,4-difluorobenzylidene)piperidin-1-yl)-2-(1-(difluoromethyl)-1H-pyrazol-4-yl)-7-(2-methylprop-1-en-1-yl)pyrido[3,4-b]pyrazine